C(C)(=O)CC(=O)C(C(C)=O)(C(C)=O)C(C)=O tetra-acetylacetone